ethylenebislauramide C(CCCCCCCCCCCCC(=O)N)CCCCCCCCCCCC(=O)N